O1N=C(C=C1)NC(=O)C1=CC=CC(=N1)C1=NC=CC=C1 N-(isoxazol-3-yl)-[2,2'-bipyridine]-6-carboxamide